3-(2-(4-Methoxybenzoyl)-1,2,3,4-tetrahydroisoquinolin-5-yl)-3-(4-(3,4-methylenedioxy)phenyl)propionic acid methyl ester COC(CC(C1=CC2=C(C=C1)OCO2)C2=C1CCN(CC1=CC=C2)C(C2=CC=C(C=C2)OC)=O)=O